OC=1C(=C(C=CC1N)C1=CC=C(C=C1)N)O dihydroxy-4,4'-diaminobiphenyl